N[C@H](C(=O)N1[C@@H](C[C@H](C1)O)C(=O)NCC1=CC=C(C=C1)C1=CN=CS1)C(C)(C)C (2S,4R)-1-((S)-2-amino-3,3-dimethylbutanoyl)-4-hydroxy-N-(4-(thiazol-5-yl)benzyl)pyrrolidine-2-carboxamide